C(#N)C=1C=NN2C1C(=CC(=C2)C=2C=NN(C2)C)C=2C=NN(C2)C(=O)NC(C)C=2C=NC(=CC2)OC(C)C 4-(3-cyano-6-(1-methyl-1H-pyrazol-4-yl)pyrazolo[1,5-a]pyridin-4-yl)-N-(1-(6-Isopropoxypyridin-3-yl)ethyl)-1H-pyrazole-1-carboxamide